3-[5-[(tert-butyldimethylsilyl)oxy]pyridin-2-yl]-1-[(1r,4r)-4-phenylcyclohexyl]urea [Si](C)(C)(C(C)(C)C)OC=1C=CC(=NC1)NC(NC1CCC(CC1)C1=CC=CC=C1)=O